phenyl(3-(4,4,5,5-tetramethyl-1,3,2-dioxaborolan-2-yl)propyl)silane C1(=CC=CC=C1)[SiH2]CCCB1OC(C(O1)(C)C)(C)C